C(CCCCCCCCCCCCCCC)(=O)OC(CC(=O)O)CCCCCCCCCCCCCCC 3-Hexadecanoyloxyoctadecanoic acid